ClC1=C(C(=CC=C1Cl)O)[C@@H]1C[C@H]2N(C([C@H](N(C2=O)C)CO)=O)CC1 (3R,8S,9aR)-8-(2,3-dichloro-6-hydroxyphenyl)-3-(hydroxymethyl)-2-methyl-hexahydropyrido[1,2-a]pyrazine-1,4-dione